BrC=1C=CC=C2N=CC(=NC12)C=1C=NN(C1)C1CN(C1)C(CCCCCNC1=C2C(N(C(C2=CC=C1)=O)C1C(NC(CC1)=O)=O)=O)=O ((6-(3-(4-(8-bromoquinoxalin-2-yl)-1H-pyrazol-1-yl)azetidin-1-yl)-6-oxohexyl)amino)-2-(2,6-dioxopiperidin-3-yl)isoindoline-1,3-dione